NC(C)(C)C1=C2C=C(N=CC2=C(N=C1)OC1CC1)NC1=CC=C2C(=N1)[C@H]([C@@H](OC2=O)C)C (7S,8R)-2-((5-(2-aminopropan-2-yl)-8-cyclopropoxy-2,7-naphthyridin-3-yl)amino)-7,8-dimethyl-7,8-dihydro-5H-pyrano[4,3-b]pyridin-5-one